Cl.COC(=O)C12CCC(CC1)(C2)N 4-aminobicyclo[2.2.1]Heptane-1-carboxylic acid methyl ester hydrochloride